ClC1=NC=C(C(=C1)C1=C(C=NC(=C1)C)C(=O)NC=1SC(=NN1)O[C@H]1C[C@@H](CCC1)O)OC(F)F 2'-chloro-5'-(difluoromethoxy)-N-(5-(((1R,3R)-3-hydroxycyclohexyl)oxy)-1,3,4-thiadiazol-2-yl)-6-methyl-[4,4'-bipyridine]-3-carboxamide